OC[C@@H]1N(CC1)C1=C(C=CC(=N1)C(=O)N[C@@H](CO)C)OC1=CC=C(C=C1)C(F)(F)F 6-[(2R)-2-(Hydroxymethyl)azetidin-1-yl]-N-[(2R)-1-hydroxypropan-2-yl]-5-[4-(trifluoromethyl)phenoxy]pyridine-2-carboxamide